S(=O)(=O)([O-])[O-].[Pt+2].[Cs+] cesium platinum sulfate